4-[3-[2,6-Dichloro-4-(3-methyltriazolo[4,5-b]pyridin-6-yl)benzoyl]-2,4-dihydro-1,3-benzoxazin-8-yl]-5-fluoro-2-(3-oxa-8-azabicyclo[3.2.1]octan-8-yl)benzoic acid ClC1=C(C(=O)N2COC3=C(C2)C=CC=C3C3=CC(=C(C(=O)O)C=C3F)N3C2COCC3CC2)C(=CC(=C1)C=1C=C2C(=NC1)N(N=N2)C)Cl